C(C)(C)(C)OC(=O)N(C=1C=C(C=C2C3=C(NC12)N=CC(=C3N3C[C@@H]1N(CC[C@@H]1C3)C)C3=CN1C(C(=CC=C1C=C3)C(=O)OCC)=O)F)C cis-ethyl 7-[8-[tert-butoxycarbonyl-(methyl)amino]-6-fluoro-4-(1-methyl-2,3,3a,4,6,6a-hexahydropyrrolo[3,4-b]pyrrol-5-yl)-9H-pyrido[2,3-b]indol-3-yl]-4-oxo-quinolizine-3-carboxylate